1-[7-(1-isopropyl-3-trifluoromethyl-1H-indazol-5-ylmethoxy)-2H-chromen-3-ylmethyl]-piperidine-4-carboxylic acid C(C)(C)N1N=C(C2=CC(=CC=C12)COC1=CC=C2C=C(COC2=C1)CN1CCC(CC1)C(=O)O)C(F)(F)F